C1(CC1)C(=O)NC1=CC(=C(N=N1)C(=O)NC([2H])([2H])[2H])NC1=C(C(=CC=C1)C1=NC=C2N=CN(C2=N1)C)OC 6-(cyclopropanecarboxamido)-4-((2-methoxy-3-(9-methyl-9H-purin-2-yl)phenyl)amino)-N-trideuteromethylpyridazine-3-carboxamide